[Al].[Gd] GADOLINIUM ALUMINUM